CC=1C=C2C(C=C(OC2=C(C1)C(C)NC1=C(C(=O)O)C=CC=C1)C=1C=CC2=C(NC(O2)=O)C1)=O 2-[1-[6-Methyl-4-oxo-2-(2-oxo-3H-1,3-benzoxazol-5-yl)chromen-8-yl]ethylamino]benzoic acid